O=C1N(C2=C(C=NC=C2)N1C1=CC(=CC=C1)OC1=C(C=CC=C1)C)C=1C=C(C=CC1)NC(C=C)=O N-(3-(2-oxo-3-(3-(o-tolyloxy)phenyl)-2,3-dihydro-1H-imidazo[4,5-c]pyridin-1-yl)phenyl)acrylamide